ClC1=NC=2C(=CC=CC2C=2N1N=C(N2)C=2C=NN(C2)C)Cl 5,7-Dichloro-2-(1-methyl-1H-pyrazol-4-yl)[1,2,4]triazolo[1,5-c]quinazoline